O=C1NC(CCC1N1C(C2=CC=CC(=C2C1=O)NCCN(C(OC(C)(C)C)=O)C)=O)=O tert-butyl (2-((2-(2,6-dioxopiperidin-3-yl)-1,3-dioxoisoindolin-4-yl)amino)ethyl)(methyl)carbamate